heptadecafluorodecyl-fluorosilane FC(C(C(C(C(C(C(F)(F)[SiH2]F)(F)F)(F)F)(F)F)(F)F)(F)F)(CCC(F)(F)F)F